N-(1-methyl-1H-imidazol-4-yl)-2-(2-(pyridin-3-yl)pyrrolidin-1-yl)furo[3,2-d]pyrimidin-4-amine CN1C=NC(=C1)NC=1C2=C(N=C(N1)N1C(CCC1)C=1C=NC=CC1)C=CO2